O[C@H](C\C=C/C\C=C/CCCCCCCCCCCCC(=O)OC)\C=C\C=C\C=C/[C@H](C\C=C/CC)O methyl (14Z,17Z,20R,21E,23E,25Z,27S,29Z)-20,27-dihydroxydotriaconta-14,17,21,23,25,29-hexaenoate